2,6-dibromophenyl-4-methylbenzenesulfonamide BrC1=C(C(=CC=C1)Br)C1=C(C=CC(=C1)C)S(=O)(=O)N